(S)-3,4-dibenzyl 1-tert-butyl 2-oxoimidazolidine-1,3,4-tricarboxylate O=C1N(C[C@H](N1C(=O)OCC1=CC=CC=C1)C(=O)OCC1=CC=CC=C1)C(=O)OC(C)(C)C